3-ethyl-6-(pyrrolidin-3-yl)pyridin-2(1H)-one C(C)C=1C(NC(=CC1)C1CNCC1)=O